3-amino-5-bromo-6-iodopicolinic acid methyl ester COC(C1=NC(=C(C=C1N)Br)I)=O